CC(CCC[C@H](N)C(=O)O)(N)C ε,ε-dimethyl-lysine